(S)-1-(2-acryloyl-2,7-diazaspiro[3.5]nonan-7-yl)-5,5-dichloro-2-(3,4-dichlorophenyl)pent-4-en-1-one C(C=C)(=O)N1CC2(C1)CCN(CC2)C([C@@H](CC=C(Cl)Cl)C2=CC(=C(C=C2)Cl)Cl)=O